(S)-2-(methoxycarbonyl)-4-methylenepyrrolidinium chloride [Cl-].COC(=O)[C@H]1[NH2+]CC(C1)=C